C(C)OC(=O)C=1C=NC(=C(C1)[N+](=O)[O-])\C=C(/CC)\C(=O)OCC 6-[(E)-2-ethoxycarbonylbut-1-enyl]-5-nitro-pyridine-3-carboxylic acid ethyl ester